4-(2-aminoethoxy)benzyl-2-(cyclooct-2-yn-1-yloxy)acetamide NCCOC1=CC=C(CC(C(=O)N)OC2C#CCCCCC2)C=C1